4-cyano-4-((phenylthio)thio)pentanoic acid C(#N)C(CCC(=O)O)(C)SSC1=CC=CC=C1